[OH-].[Na+].C(CCCCCCC\C=C/CCCCCCCC)(=O)[O-].[Fe+3] ferric oleate sodium hydroxide